C(CCC)N(CCCC)C[Si](OCC)(OCC)OCC di(butyl)aminomethyltriethoxysilane